FC1=C(C(=O)NC)C=CC(=C1)C=1C=NC=2N(N1)C(=CN2)CC=2C=C1C=CC=NC1=CC2 2-fluoro-N-methyl-4-[7-[(quinolin-6-yl)methyl]imidazo[1,2-B]-[1,2,4]triazin-2-yl]benzamide